5-((1-((7-ethyl-6-oxo-5,6-dihydro-1,5-naphthyridin-3-yl)methyl)piperidin-4-yl)amino)-N,6-dimethylpicolinamide C(C)C=1C(NC=2C=C(C=NC2C1)CN1CCC(CC1)NC=1C=CC(=NC1C)C(=O)NC)=O